FC=1C(=CC=C2C(N3C(C12)COCC3)=O)NC3=NC=C(C(=N3)N[C@H](C([2H])([2H])O)C3=CC=CC=C3)C=3OC=NN3 10-fluoro-9-((4-(((S)-2-hydroxy-1-phenylethyl-2,2-d2)amino)-5-(1,3,4-oxadiazol-2-yl)pyrimidin-2-yl)amino)-1,3,4,10b-tetrahydro-6H-[1,4]oxazino[3,4-a]isoindol-6-one